2-(6-chloro-[1,1'-biphenyl]-3-yl)-4-(dibenzo[b,d]furan-1-yl)-6-phenyl-1,3,5-triazine ClC1=CC=C(C=C1C1=CC=CC=C1)C1=NC(=NC(=N1)C1=CC=CC=2OC3=C(C21)C=CC=C3)C3=CC=CC=C3